C(C)(C)(C)OC(=O)N1CCC(CC1)C(=O)N1CCOCC1 4-(morpholine-4-carbonyl)piperidine-1-carboxylic acid tert-butyl ester